OC1=CC2=C(C(C(O2)C\C=C\C2=CC=CC=C2)=O)C=C1 6-hydroxy-2-((E)-3-phenylallyl)benzofuran-3(2H)-one